dichlorodiphenyl-dichloroethylene ClC=1C(=C(C=CC1)C(=C(Cl)C1=CC=CC=C1)Cl)Cl